BrC1=C(C=C(C=C1)N1C(=NC=C1)N)S(=O)(=O)N1CCCC1 (4-bromo-3-pyrrolidin-1-ylsulfonyl-phenyl)-1H-imidazol-2-amine